5-[5-Chloro-2-(4-methoxy-benzensulfonylamino)-phenylethynyl]-4-methoxy-pyridin ClC=1C=CC(=C(C1)C#CC=1C(=CC=NC1)OC)NS(=O)(=O)C1=CC=C(C=C1)OC